C(C)(C)(C)[C@]1(N([C@@H](CC(C1)OCC(=O)OCC)C)C(=O)O)C.C(CCCCCC)S Heptanethiol tert-butyl-(2S,6R)-4-(2-ethoxy-2-oxo-ethoxy)-2,6-dimethyl-piperidine-1-carboxylate